tert-butyl 2-(4-(1-(2,6-bis(benzyloxy)pyridin-3-yl)-3-methyl-2-oxo-2,3-dihydro-1H-benzo[d]imidazol-5-yl)-3-fluorophenyl)acetate C(C1=CC=CC=C1)OC1=NC(=CC=C1N1C(N(C2=C1C=CC(=C2)C2=C(C=C(C=C2)CC(=O)OC(C)(C)C)F)C)=O)OCC2=CC=CC=C2